ClC1=CC=C(C=C1)C1(NC(C2=CC=CC=C12)=O)O 3-(4-chlorophenyl)-3-hydroxyisoindoline-1-one